6'-(((1S,3S)-3-((6-(Trifluoromethyl)-3H-imidazo[4,5-b]pyridin-2-yl)amino)cyclopentyl)amino)-2H-[1,3'-bipyridin]-2-one FC(C=1C=C2C(=NC1)NC(=N2)N[C@@H]2C[C@H](CC2)NC2=CC=C(C=N2)N2C(C=CC=C2)=O)(F)F